N-(1-(2,6-dimethoxyphenyl)-2-(6-ethoxypyridin-2-yl)-1H-imidazo[4,5-b]pyrazin-5-yl)methanesulfonamide COC1=C(C(=CC=C1)OC)N1C(=NC=2C1=NC=C(N2)NS(=O)(=O)C)C2=NC(=CC=C2)OCC